N-(3,5-dibromo-2-cyclopropyl-4-pyridyl)-5-methyl-1-tetrahydropyran-2-yl-benzotriazol-4-amine BrC=1C(=NC=C(C1NC1=C(C=CC=2N(N=NC21)C2OCCCC2)C)Br)C2CC2